ClC1=CC=C(CNC(=O)[C@H]2N(C[C@@H](C2)O)C([C@H](C(C)(C)S)NC(=O)C2(CC2)F)=O)C=C1 (2S,4R)-N-(4-chlorobenzyl)-1-((R)-2-(1-fluorocyclopropane-1-carboxamido)-3-mercapto-3-methylbutanoyl)-4-hydroxypyrrolidine-2-carboxamide